C1(=CC=CC=C1)C=1C2=CC=CC=C2C(=C2C=CC=CC12)C1=CC=C(C=C1)C1=CC=C(C=C1)C1(C2=CC=CC=C2C=2C=CC=CC12)C1=CC=CC=C1 9-phenyl-10-[4-(9-phenyl-9H-fluoren-9-yl)-biphenyl-4'-yl]-anthracene